CC1=C(C=CC(=C1)C)S(=O)(=O)C=1N=NN2C1NC(C1=CC=C(C=C21)O)=O (2,4-dimethylphenyl)sulfonyl-8-hydroxy-4H-triazolo[1,5-a]quinazolin-5-one